tert-butyl (3,4-difluorobenzyl)(5-(hydroxymethyl)-2,3-dihydro-1H-inden-1-yl)carbamate FC=1C=C(CN(C(OC(C)(C)C)=O)C2CCC3=CC(=CC=C23)CO)C=CC1F